3-(6-(aminomethyl)pyridin-3-yl)-N,N-dimethylaniline NCC1=CC=C(C=N1)C=1C=C(N(C)C)C=CC1